[(3S)-3-aminopyrrolidin-1-yl]-{2-[(2-fluoro-4-iodophenyl)amino]thieno[2,3-b]pyridin-3-yl}-methanone N[C@@H]1CN(CC1)C(=O)C1=C(SC2=NC=CC=C21)NC2=C(C=C(C=C2)I)F